2-(4-(3-azidopropyl)piperazin-1-yl)-4-chloro-1,3,5-triazine N(=[N+]=[N-])CCCN1CCN(CC1)C1=NC=NC(=N1)Cl